(9aR)-2,3,4,6,7,8,9,9a-octahydro-1H-pyrido[1,2-a]pyrazine C1[C@@H]2N(CCN1)CCCC2